ClC=1C=C(C=CC1F)NC(N(C)[C@@H]1COCC=2N=C(C=3C=C(C(=CC3C21)F)F)OC)=O (S)-3-(3-Chloro-4-fluorophenyl)-1-(8,9-difluoro-6-methoxy-1,4-dihydro-2H-pyrano[3,4-c]isoquinolin-1-yl)-1-methylurea